C(CCC)NC(=O)C1=CSC=2C1=NC(=CC2C2CC2)N2CCN(CC2)CC(=O)NC(C)C N-butyl-7-cyclopropyl-5-(4-(2-(isopropylamino)-2-oxoethyl)piperazin-1-yl)thieno[3,2-b]pyridine-3-carboxamide